ClC1=C(C=C(C=N1)OCC1(CC1)NC(OC(C)(C)C)=O)C(NC1CC1)=O tert-butyl N-[1-[[6-chloro-5-(cyclopropylcarbamoyl)-3-pyridyl]oxymethyl]cyclopropyl]carbamate